((6-chloro-2-(4-methylpiperazin-1-yl)pyrido[3,4-d]pyrimidin-4-yl)amino)-N-(o-tolyl)ethane-1-sulphonamide ClC1=CC2=C(N=C(N=C2NC(C)S(=O)(=O)NC2=C(C=CC=C2)C)N2CCN(CC2)C)C=N1